BrC1=C(C=C(C(=C1)OC)CBr)F 1-bromo-4-(bromomethyl)-2-fluoro-5-methoxybenzene